ClC=1C=C(C=C(C1)NS(=O)(=O)C)NC(=O)C1=CN(C(=C1)C(=O)N1CCN(CC1)C1=CC=CC=C1)C1=NC=CC=C1 N-(3-chloro-5-(methylsulfonamido)phenyl)-5-(4-phenylpiperazine-1-carbonyl)-1-(pyridin-2-yl)-1H-pyrrole-3-carboxamide